8-bromo-2-methyl-6-(3-(trifluoromethyl)tetrahydrofuran-3-yl)pyrido[4,3-d]pyrimidine-4,7(3H,6H)-dione BrC=1C(N(C=C2C1N=C(NC2=O)C)C2(COCC2)C(F)(F)F)=O